(((2S,4R)-4-fluoro-1-methylpyrrolidin-2-yl)methoxy)-7-(5,6,7,8-tetrahydronaphthalen-1-yl)-4a,8a-dihydro-1,6-naphthyridine-3-acetonitrile F[C@@H]1C[C@H](N(C1)C)COC1=NC2C=C(N=CC2C=C1CC#N)C1=CC=CC=2CCCCC12